CC=1C=C(OC2=NC=C(N=C2)C(F)(F)F)C=C(C1)B1OC(C(O1)(C)C)(C)C 2-[3-methyl-5-(4,4,5,5-tetramethyl-1,3,2-dioxaborolan-2-yl)phenoxy]-5-(trifluoromethyl)-pyrazine